OC1=C(C(=O)OC)C=CC(=C1)CCN1N(CCC1=O)CCC(C=1C=C(C=CC1)C1=C(C=C(C=C1)S(N)(=O)=O)C)O methyl 2-hydroxy-4-(2-(2-(3-hydroxy-3-(2'-methyl-4'-sulfamoyl-[1,1'-biphenyl]-3-yl)propyl)-5-oxopyrazolidin-1-yl)ethyl)benzoate